(R)-2-((2-((1r,4R)-4-(benzyloxy)cyclohexyl)-propan-2-yl)amino)-1-(3-fluorophenyl)ethan-1-ol C(C1=CC=CC=C1)OC1CCC(CC1)C(C)(C)NC[C@H](O)C1=CC(=CC=C1)F